CN1C(C2=C(C(=C1)C1=C(C=CC(=C1)S(=O)(=O)C)OCCN1C(CCC1)=O)C=CN2)=O 6-methyl-4-{5-(methylsulfonyl)-2-[2-(2-oxopyrrolidin-1-yl)ethoxy]phenyl}-1,6-dihydro-7H-pyrrolo[2,3-c]pyridin-7-one